FC(C1=CC=C(C=N1)N1N=NC(=C1CO)C)F {1-[6-(difluoromethyl)pyridine-3-yl]-4-methyl-1H-1,2,3-triazol-5-yl}methanol